N-cyclopropyl-3-(6-((1-hydroxy-2-methylpropan-2-yl)amino)-5-(thiazol-5-yl)pyridin-3-yl)-4-methylbenzamide C1(CC1)NC(C1=CC(=C(C=C1)C)C=1C=NC(=C(C1)C1=CN=CS1)NC(CO)(C)C)=O